BrCC1=CC=C(C(=N1)I)OC1CC2(CN(C2)C(C(F)(F)F)=O)C1 1-(6-((6-(bromomethyl)-2-iodopyridin-3-yl)oxy)-2-azaspiro[3.3]heptan-2-yl)-2,2,2-trifluoroethan-1-one